(E)-3-(8-(4-chlorobenzoyl)-6-hydroxy-6-(p-tolyl)-1,2,3,4-tetrahydropyrrolo[1,2-a]pyrimidine-7(6H)-ylidene)-6-methylchroman-2,4-dione ClC1=CC=C(C(=O)C=2/C(/C(N3C2NCCC3)(C3=CC=C(C=C3)C)O)=C/3\C(OC2=CC=C(C=C2C3=O)C)=O)C=C1